2-(2-(3,4-difluoro-2-methylphenoxy)-4-methyl-5-(trifluoromethyl)pyridin-3-yl)-4-oxo-1,4-dihydro-1,6-naphthyridine-5-carbonitrile FC=1C(=C(OC2=NC=C(C(=C2C=2NC=3C=CN=C(C3C(C2)=O)C#N)C)C(F)(F)F)C=CC1F)C